1-(3-(2-hydroxyethoxy)benzyl)-N5-((1S,2S)-2-(hydroxymethyl)cyclopropyl)-N3-methyl-2-oxo-1,2-dihydropyridine-3,5-dicarboxamide OCCOC=1C=C(CN2C(C(=CC(=C2)C(=O)N[C@@H]2[C@H](C2)CO)C(=O)NC)=O)C=CC1